FC(OC1=C(C(=O)NC=2C=C3C=4CC(CCC4NC3=CC2)N(CC)CC)C=CC=C1)(F)F 6-(2-trifluoromethoxybenzoyl)amino-3-(diethyl)amino-1,2,3,4-tetrahydro-9H-carbazole